C(C)(C)(C)OC(=O)N1CCC(CC1)C1=CN2C(S1)=NC(=N2)C2=CC1=CN(N=C1C(=C2)F)C tert-butyl-4-[2-(7-fluoro-2-methylindazol-5-yl)-[1,2,4]triazolo[3,2-b][1,3]thiazol-5-yl]piperidine-1-carboxylate